ClC=1C=C(C=CC1)N1C2=NC(=NC(=C2N=C1)N/N=C/C1=CC(=CC=C1)C)N1CCOCC1 (E)-4-(9-(3-chlorophenyl)-6-(2-(3-methylbenzylidene)hydrazinyl)-9H-purin-2-yl)morpholine